N1C=CC=2C(=CC=CC12)C(=O)NN indole-4-carbohydrazide